(6-bromo-7-hydroxyimidazo[1,2-a]pyridin-2-yl)[(3R,3'R)-3'-hydroxy-1,4-dihydro-1'H,2H-spiro[isoquinoline-3,4'-piperidin]-1'-yl]methanone BrC=1C(=CC=2N(C1)C=C(N2)C(=O)N2C[C@H]([C@@]1(CC2)NCC2=CC=CC=C2C1)O)O